4-fluoro-1-{[(2S)-5-oxopyrrolidin-2-yl]methoxy}-7-(propan-2-yloxy)isoquinoline-6-carboxamide FC1=CN=C(C2=CC(=C(C=C12)C(=O)N)OC(C)C)OC[C@H]1NC(CC1)=O